4-(1-((endo)-2-azabicyclo[2.1.1]hexan-5-yl)-8-chloro-4-(3-(dimethylamino)-azetidin-1-yl)-6-fluoro-2-(1-methyl-1H-imidazol-4-yl)-1H-imidazo[4,5-c]quinolin-7-yl)naphthalen-2-ol C12NCC(C1N1C(=NC=3C(=NC=4C(=C(C(=CC4C31)Cl)C3=CC(=CC1=CC=CC=C31)O)F)N3CC(C3)N(C)C)C=3N=CN(C3)C)C2